CC1(OC=2C=C(C=C(C2C2[C@H]1C[C@@H](C(=C2)C)O)O)CCCCC)C (6Ar,8S)-6,6,9-trimethyl-3-pentyl-6a,7,8,10a-tetrahydrobenzo[c]chromene-1,8-diol